FC1=C(C=C(C(=C1)C(F)(F)F)F)NS(=O)(=O)C1=CNC=2CC(CCC12)(F)F N-(2,5-difluoro-4-(trifluoromethyl)phenyl)-6,6-difluoro-4,5,6,7-tetrahydro-1H-indole-3-sulfonamide